(S)-methyl 4-(3-hydroxy-N-methyl-2-(tritylamino)propionamido)-3-fluorobenzoate OC[C@@H](C(=O)N(C)C1=C(C=C(C(=O)OC)C=C1)F)NC(C1=CC=CC=C1)(C1=CC=CC=C1)C1=CC=CC=C1